ClC=1C=C(C(=C(C=NC=2C=C(C(=O)O)C=CC2)C1)O)OC(C1=CC(=CC=C1)C)=O 3-(5-chloro-2-hydroxy-3-(3-methylbenzoyl-oxy)benzylideneamino)-benzoic acid